6,8-dihydroxy-octanoic acid OC(CCCCC(=O)O)CCO